C1(CCCCC1)C(COCC)(COC)CCC(CCC(C)C)(CCC(C)C)Br 2-cyclohexyl-2-(3-bromo-3-isopentyl-6-methylheptyl)-1-ethoxy-3-methoxypropane